CC1CC(CN(CC1)C1=NN=NN1)N 5-methyl-1-(1H-1,2,3,4-tetrazol-5-yl)azepan-3-amine